C1CCC2=C(C=3CCCC3C=C12)NC(=O)N=[S@](=O)(N)C=1C=NN2C1OC[C@@H](C2)O (R,6R)-N'-((1,2,3,5,6,7-hexahydro-s-indacen-4-yl)carbamoyl)-6-hydroxy-6,7-dihydro-5H-pyrazolo[5,1-b][1,3]oxazine-3-sulfonimidamide